The molecule is a member of the class of pyrazines that is N-(methanesulfonyl)-2-{4-[(propan-2-yl)(pyrazin-2-yl)amino]butoxy}acetamide carrying two additional phenyl substituents at positions 5 and 6 on the pyrazine ring. An orphan drug used for the treatment of pulmonary arterial hypertension. It is a prodrug for ACT-333679 (the free carboxylic acid). It has a role as an orphan drug, a prostacyclin receptor agonist, a platelet aggregation inhibitor, a vasodilator agent and a prodrug. It is a monocarboxylic acid amide, an ether, a member of pyrazines, an aromatic amine, a tertiary amino compound and a N-sulfonylcarboxamide. It derives from an ACT-333679. CC(C)N(CCCCOCC(=O)NS(=O)(=O)C)C1=CN=C(C(=N1)C2=CC=CC=C2)C3=CC=CC=C3